C(C)N1N=C2C(=C1C=O)COCC2 (2-ethyl-2,4,6,7-tetrahydropyrano[4,3-c]pyrazol-3-yl)formaldehyde